(s)-pyrrolidine-2-carboxylic acid, sodium salt [Na+].N1[C@@H](CCC1)C(=O)[O-]